ethyl (Z)-4-chloro-2-(2-(4-fluorophenyl) hydrazineylidene)-3-oxobutanoate ClCC(/C(/C(=O)OCC)=N/NC1=CC=C(C=C1)F)=O